C([C@H](O)C)(=O)[O-].[Na+] |r| sodium racemic-lactate